bis(3-ethylbenzothiazoline-6-sulfonic acid) diammonium salt [NH4+].[NH4+].C(C)N1CSC2=C1C=CC(=C2)S(=O)(=O)[O-].C(C)N2CSC1=C2C=CC(=C1)S(=O)(=O)[O-]